ethyl (E)-3-(2,3-dichloro-6-((diethylcarbamoyl)oxy)-5-methoxyphenyl)acrylate ClC1=C(C(=C(C=C1Cl)OC)OC(N(CC)CC)=O)/C=C/C(=O)OCC